bromotetraacetyl-mannose Br[C@@]([C@]([C@@]([C@@](C(=O)C(C)=O)(O)C(C)=O)(O)C(C)=O)(O)C(C)=O)(O)CO